COC=1C(=C2C=CN(C2=C(C1)C)C(=O)[O-])CN1C(C(N(CC1)C)=O)C1=CC=C(C=C1)C(=O)OC 5-methoxy-4-((2-(4-(methoxycarbonyl)phenyl)-4-methyl-3-oxopiperazin-1-yl)methyl)-7-methyl-1H-indole-1-carboxylate